(2S,3S,4R,5S)-3,4,5-Triacetoxy-6-(4-bromomethyl-benzyl)-tetrahydro-pyran-2-carboxylic acid methyl ester COC(=O)[C@H]1OC([C@@H]([C@H]([C@@H]1OC(C)=O)OC(C)=O)OC(C)=O)CC1=CC=C(C=C1)CBr